ClC1=NC(=CC(=C1)C=1C(=NN2C1N=C(C=C2)C(=O)O)C2=CC(=CC=C2)C#N)C (2-chloro-6-methyl-4-pyridinyl)-2-(3-cyanophenyl)pyrazolo[1,5-a]pyrimidine-5-carboxylic acid